Cl.C1C(CC12CCNCC2)=O 7-Azaspiro[3.5]nonan-2-one hydrochloride